2-chloro-N-[[(4,6-dimethoxy-2-pyrimidinyl)amino]carbonyl]-6-propylimidazo[1,2-b]pyridazin-3-sulfonamide ClC=1N=C2N(N=C(C=C2)CCC)C1S(=O)(=O)NC(=O)NC1=NC(=CC(=N1)OC)OC